8-((4-(difluoromethoxy)phenyl)sulfonyl)-3-(3-methoxypyrrolidin-1-yl)-8-azabicyclo[3.2.1]octane FC(OC1=CC=C(C=C1)S(=O)(=O)N1C2CC(CC1CC2)N2CC(CC2)OC)F